N6-(3,6-diaminohexanoyl)-5-hydroxylysine NC(CC(=O)NCC(CC[C@H](N)C(=O)O)O)CCCN